N1(N=CC=C1)C(C)O 1H-pyrazol-1-ylethane-1-ol